ClC1=CC(=C(C(=C1)C)C=1C(N(C2(C1C(=O)OCC)CCN(CC2)OC)C)=O)C ethyl 3-(4-chloro-2,6-dimethylphenyl)-8-methoxy-1-methyl-2-oxo-1,8-diazaspiro[4.5]dec-3-en-4-yl-carboxylate